5-bromo-4-(1-trimethylsilylethoxycarbonyl-piperidin-4-yl)-Indolin-2-one BrC=1C(=C2CC(NC2=CC1)=O)C1CCN(CC1)C(=O)OC(C)[Si](C)(C)C